ClC1=CC(=C(C=C1)CCN1[C@@H]([C@H]([C@@H]([C@H](C1)O)O)O)C)F (2R,3R,4R,5S)-1-(4-chloro-2-fluorophenylethyl)-2-methylpiperidine-3,4,5-triol